CC(CCCCCCCCCCO)CCCCC 11-methyl-hexadecanol